6-((2,6-dimethylpyrimidin-4-yl)amino)-N-(methyl-d3)nicotinamide CC1=NC(=CC(=N1)NC1=NC=C(C(=O)NC([2H])([2H])[2H])C=C1)C